BrC1=C(NC(C(=N1)C(=O)OCC)=O)C ethyl 6-bromo-5-methyl-3-oxo-3,4-dihydropyrazine-2-carboxylate